C(=CCC)C=1C=C(C=CC1)O 3-(1-butenyl)phenol